2,4-dimethylpentan-3-yl 2-bromo-2-fluoroacetate BrC(C(=O)OC(C(C)C)C(C)C)F